C(=CCCC)C(O)(C[N+](C)(C)C)CC([O-])=O pentenyl-carnitine